(2S,5R)-2-(N-(1-acetylpiperidine-4-carbonyl) carbamimidoyl)-7-oxo-1,6-diazabicyclo[3.2.1]octan-6-yl hydrogen sulfate S(=O)(=O)(ON1[C@@H]2CC[C@H](N(C1=O)C2)C(NC(=O)C2CCN(CC2)C(C)=O)=N)O